2-acrylamidopropylsulfonic acid C(C=C)(=O)NC(CS(=O)(=O)O)C